2-(adamantan-1-yl)-1,3-dioxan-5-one C12(CC3CC(CC(C1)C3)C2)C2OCC(CO2)=O